2-(2-((1r,3r)-3-fluoro-cyclobutyl)-2H-pyrazolo[3,4-b]pyridin-6-yl)-3-methyl-5-(trifluorometh-yl)phenol FC1CC(C1)N1N=C2N=C(C=CC2=C1)C1=C(C=C(C=C1C)C(F)(F)F)O